2-[(5-chloro-1-cyclopropyl-1H-pyrazol-4-yl)amino]-6-methylquinazolin ClC1=C(C=NN1C1CC1)NC1=NC2=CC=C(C=C2C=N1)C